7-fluoro-2,3-dihydrobenzofuran-3-ol FC1=CC=CC=2C(COC21)O